(2S,4R)-1-[(2S)-2-(4-cyclopropyltriazol-1-yl)-3,3-dimethyl-butanoyl]-N-[2-[(2,4-dichlorophenyl)methoxy]ethyl]-4-hydroxy-pyrrolidine-2-carboxamide C1(CC1)C=1N=NN(C1)[C@H](C(=O)N1[C@@H](C[C@H](C1)O)C(=O)NCCOCC1=C(C=C(C=C1)Cl)Cl)C(C)(C)C